BrC1=C(C2=C(SC(=C2)[N+](=O)[O-])C=C1)O 5-bromo-2-nitrobenzo[b]thiophen-4-ol